OC(C(=O)[O-])C(CCC)CCCN(CC)CCO 2-hydroxy-3-(((2-hydroxyethyl)(ethyl)amino)propyl)hexanoate